(2S,3S,4R,5R)-5-(6-(benzylamino)-2-(furan-3-yl)-9H-purin-9-yl)-3,4-dihydroxy-N-methyl-tetrahydrofuran-2-carboxamide C(C1=CC=CC=C1)NC1=C2N=CN(C2=NC(=N1)C1=COC=C1)[C@H]1[C@@H]([C@@H]([C@H](O1)C(=O)NC)O)O